(4-(isopropylsulfonyl)phenyl)pyrazin-2-amine C(C)(C)S(=O)(=O)C1=CC=C(C=C1)C=1C(=NC=CN1)N